FC(C1=CC=CC(=N1)OCC1=C(C=CC=C1)/C(/C(=O)OC)=C\O)(F)F (E)-methyl 2-[2-(6-trifluoromethylpyridin-2-yloxymethyl) phenyl]-3-hydroxyacrylate